N[C@H]1[C@@H]2N(C[C@H]1CC2)C(=O)C2=CC1=C(N(C(=N1)C=1N(C3=C(C=CC=C3C1)C=1C=C3CCC(NC3=CC1)=O)CC1CC1)C)C(=C2)OC 6-(2-{5-[(1R,4R,7R)-7-Amino-2-azabicyclo[2.2.1]heptan-2-carbonyl]-7-methoxy-1-methyl-1H-1,3-benzodiazol-2-yl}-1-(cyclopropylmethyl)-1H-indol-7-yl)-1,2,3,4-tetrahydrochinolin-2-on